CC1=CC(=NO1)C1CN(CCO1)S(=O)(=O)C1=CC=C(C)C=C1 2-(5-methylisoxazol-3-yl)-4-(p-toluenesulfonyl)morpholine